C1(CC1)C(C(F)(F)F)(C)NC(=O)C1=NNC(=C1)C=1C=C(C=CC1)C=1OC(=CN1)C(=O)NC(CC)CC 2-(3-(3-((2-Cyclopropyl-1,1,1-Trifluoropropan-2-Yl)Carbamoyl)-1H-Pyrazol-5-Yl)Phenyl)-N-(Pentan-3-Yl)Oxazole-5-Carboxamide